O-methyl-caprolactim COC=1CCCCCN1